C(C)(=O)CC(=O)[O-].C(C)[Al+2].C(C)(=O)CC(=O)[O-] Ethyl-aluminium acetyl-acetate